(3R)-3-amino-5-[(4-chlorophenyl)methyl]-8-fluoro-1,1-dioxo-7-[5-[(3,3,3-trifluoro-1,1-dimethyl-propyl)amino]-1,3,4-oxadiazol-2-yl]-2,3-dihydro-1λ6,5-benzothiazepin-4-one N[C@H]1CS(C2=C(N(C1=O)CC1=CC=C(C=C1)Cl)C=C(C(=C2)F)C=2OC(=NN2)NC(CC(F)(F)F)(C)C)(=O)=O